(2-aminoethyl)-3-aminopropanoic acid sodium salt [Na+].NCCC(C(=O)[O-])CN